FC(CCC(C(=O)OC)C(=O)OC)F dimethyl 2-(3,3-difluoropropyl)malonate